FC(OC[C@H]1N(C[C@H](C1)OC1=CC=C(C=C1)C(F)(F)F)C1=CC=C(C(=O)N[C@@H](C(=O)O)C2=CC=C(C=C2)S(=O)(=O)CC)C=C1)F (R)-2-(4-((2S,4S)-2-((difluoromethoxy)methyl)-4-(4-(trifluoromethyl)phenoxy)pyrrolidin-1-yl)benzoylamino)-2-(4-(ethylsulfonyl)phenyl)acetic acid